C(C1=CC=CC=C1)NC(=O)C12N=CC3C(C1N(CC2C3)CC3CCCCC3)CC3=CC=CC=C3 N,7-dibenzyl-1-cyclohexylmethyl-1,2,3,6,7,7a-hexahydro-3aH-3,6-methanopyrrolo[3,2-b]pyridine-3a-carboxamide